ClC1=CC=C(NC=2C(C=C3N(C4=CC=CC=C4N=C3C2)C2=CC=C(C=C2)Cl)=NC(C)C)C=C1 3-(p-chloroanilino)-10-(p-chlorophenyl)-2,10-dihydro-2-(isopropylimino)-phenazine